CS(=O)(=N)C1=CC=C(O1)C(=O)OC methyl 5-(methylsulfonimidoyl)furan-2-carboxylate